4-(4-chloro-2-nitro-5-(1H-pyrrol-1-yl)phenyl)morpholine ClC1=CC(=C(C=C1N1C=CC=C1)N1CCOCC1)[N+](=O)[O-]